((2-chloro-4,6-dimethylpyridin-3-yl)methyl)-5-fluoro-6-(trifluoromethyl)pyrimidin-4(3H)-one ClC1=NC(=CC(=C1CC1=NC(=C(C(N1)=O)F)C(F)(F)F)C)C